spiro[1-benzofuran-2,4'-piperidin]-3-one N1CCC2(CC1)OC1=C(C2=O)C=CC=C1